4-fluoro-3-(5-(trifluoromethyl)pyridin-2-yl)benzaldehyde FC1=C(C=C(C=O)C=C1)C1=NC=C(C=C1)C(F)(F)F